5-(4-(3-cyclohexylprop-1-yn-1-yl)phenyl)-1,3,4-oxadiazole-2(3H)-thione C1(CCCCC1)CC#CC1=CC=C(C=C1)C1=NNC(O1)=S